(+/-)-trans-3-((2-(5-fluoro-1H-pyrrolo[2,3-b]pyridin-3-yl)-5-methyl-5H-pyrrolo[3,2-d]pyrimidin-4-yl)amino)bicyclo[2.2.2]octane-2-carboxylic acid FC=1C=C2C(=NC1)NC=C2C=2N=C(C1=C(N2)C=CN1C)NC1C(C2CCC1CC2)C(=O)O